O[C@@]1(C(N(CC1)C)=O)C=1C=NN(C1)C1=NC(=CC=C1)C1=NC(=NC=C1)SC (R,S)-3-hydroxy-1-methyl-3-(1-(6-(2-(methylthio)pyrimidin-4-yl)pyridin-2-yl)-1H-pyrazol-4-yl)pyrrolidin-2-one